C(CCCCCCC\C=C/CCCCCCCC)(=O)OCC(COC(CCCCCCC\C=C/CCCCCCCC)=O)NC(CCN=[N+]=[N-])=O 2-(3-azidopropanamido)propane-1,3-diyl dioleate